N1(CCNCC1)CC1=C(C=CC=C1)B(O)O 2-(PIPERAZIN-1-YLMETHYL)PHENYLBORONIC ACID